1-chloro-8-methylbenzo[4,5]thieno[2,3-c]pyridine ClC1=NC=CC2=C1SC1=C2C=CC=C1C